COC=1C(=C2C=CNC2=C(C1)C)CN1[C@H](C[C@@H](CC1)N1C(CCC1)=O)C1=CC=C(C(=O)O)C=C1 |r| (±)-trans-4-(1-((5-methoxy-7-methyl-1H-indol-4-yl)methyl)-4-(2-oxopyrrolidin-1-yl)piperidin-2-yl)benzoic acid